CC1(OB(OC1(C)C)C1=C(SC=C1)C)C 4,4,5,5-tetramethyl-2-(2-methyl-3-thienyl)-1,3,2-dioxaborolan